ClC=1C=CC=2N(N1)C=C(N2)C(=O)O 6-chloro-imidazo[1,2-b]Pyridazine-2-carboxylic acid